3-((7-(8-ethyl-7-fluoro-3-hydroxynaphthalen-1-yl)-2-(((2R,7aS)-2-fluorotetrahydro-1H-pyrrolizin-7a(5H)-yl)methoxy)-5,6,7,8-tetrahydropyrido[3,4-d]pyrimidin-4-yl)amino)propanoic acid C(C)C=1C(=CC=C2C=C(C=C(C12)N1CC=2N=C(N=C(C2CC1)NCCC(=O)O)OC[C@]12CCCN2C[C@@H](C1)F)O)F